COC1=CC=C(C=C1)N(C1=CC=C(C=C1)B(O)O)C1=CC=C(C=C1)OC 4-(bis(4-methoxyphenyl)amino)phenylboronic acid